9-(2-naphthyl)carbazole-3-boronic acid C1=C(C=CC2=CC=CC=C12)N1C2=CC=CC=C2C=2C=C(C=CC12)B(O)O